(S)-1-benzyl-3-(ethoxymethyl)-3-(4-fluorophenethyl)pyrrolidine C(C1=CC=CC=C1)N1C[C@@](CC1)(CCC1=CC=C(C=C1)F)COCC